4-[4-(4-Cyano-phenyl)-5-methylsulfanyl-pyrimidin-2-ylamino]-N-(5-dimethylaminomethyl-2-methyl-phenyl)-benzamide C(#N)C1=CC=C(C=C1)C1=NC(=NC=C1SC)NC1=CC=C(C(=O)NC2=C(C=CC(=C2)CN(C)C)C)C=C1